octahydro-1H-pyrido[1,2-a]Pyrazine C1C2N(CCN1)CCCC2